C[C@@H]1N(C2=CC=C(C=C2CC1)I)S(=O)(=O)C=1C=CC(=C(C(=O)OC)C1)OCC1CCOCC1 Methyl (S)-5-((2-methyl-6-iodo-3,4-dihydroquinolin-1(2H)-yl)sulfonyl)-2-((tetrahydro-2H-pyran-4-yl)methoxy)benzoate